C1(=CC=CC=C1)N1N=C(C=C1)C(=O)O 1-phenyl-1H-pyrazole-3-carboxylic acid